oxidovanadium(V) methoxide C[O-].O=[V+3].C[O-].C[O-]